2,4,6-tris[3-(diphenylphosphinyl)phenyl]-1,3,5-triazine C1(=CC=CC=C1)P(=O)(C=1C=C(C=CC1)C1=NC(=NC(=N1)C1=CC(=CC=C1)P(=O)(C1=CC=CC=C1)C1=CC=CC=C1)C1=CC(=CC=C1)P(=O)(C1=CC=CC=C1)C1=CC=CC=C1)C1=CC=CC=C1